6'-fluoro-12'-methyl-8',17'-dioxa-11'-azaspiro[morpholine-3,14'-tetracyclo[16.2.2.02,7.011,15]docosane] FC1CCCC2C3CCC(OCC4C5(CC(N4CCOC12)C)NCCOC5)CC3